(R)-3-(1-cyclopropyl-3-(2,5-difluoro-4-(trifluoromethoxy)benzyl)ureido)-N-(pyridin-2-yl)piperidine-1-carboxamide C1(CC1)N(C(=O)NCC1=C(C=C(C(=C1)F)OC(F)(F)F)F)[C@H]1CN(CCC1)C(=O)NC1=NC=CC=C1